C(C)N1CCN(CC1)C1=C(C=C(C(=C1)OC)NC1=NC=NC(=C1)N1OCC[C@@H]1C1=CC(=CC=C1)C(F)(F)F)NC(C=C)=O N-(2-(4-ethylpiperazine-1-yl)-4-methoxy-5-((6-((R)-3-(3-(trifluoromethyl)phenyl)isoxazolidine-2-yl)pyrimidine-4-yl)amino)phenyl)acrylamide